(1s,4s)-4-(8-(2-chloro-6-methylphenylamino)-2-(tetrahydro-2H-pyran-4-ylamino)-9H-purin-9-yl)cyclohexanecarboxamide ClC1=C(C(=CC=C1)C)NC=1N(C2=NC(=NC=C2N1)NC1CCOCC1)C1CCC(CC1)C(=O)N